2-(1-(1,4-diazepan-1-yl)butyl)-6-chloro-3-ethylquinazolin-4(3H)-one N1(CCNCCC1)C(CCC)C1=NC2=CC=C(C=C2C(N1CC)=O)Cl